6-(3-amino-5-fluoropyrazin-2-yl)-3,4-dihydroisoquinolin-1(2H)-one NC=1C(=NC=C(N1)F)C=1C=C2CCNC(C2=CC1)=O